BrC1=CC=C(C=C1)C=1N(C=CN1)CCCCCC (4-bromophenyl)-1-hexyl-1H-imidazole